N-(2-(2-aminoethoxy)ethyl)-2-(cyclooct-2-yn-1-yloxy)acetamide tert-butyl-2-(1-(4-bromophenyl)cyclopropyl)-4-oxo-3,4,7,8-tetrahydropyrido[4,3-d]pyrimidine-6(5H)-carboxylate C(C)(C)(C)OC(=O)N1CC2=C(N=C(NC2=O)C2(CC2)C2=CC=C(C=C2)Br)CC1.NCCOCCNC(COC1C#CCCCCC1)=O